C=CCC(CCCCCCCCC)C(=O)N tridec-1-ene-4-carboxamide